1,1,3-trimethylcyclopentane CC1(CC(CC1)C)C